C1(=CC=CC=C1)C=1N=C(SC1)N 4-phenyl-1,3-thiazol-2-amine